CON1C(CCCC1(C)C)(C)C Methoxy-2,2,6,6-tetramethylpiperidine